S1N=NC2=C1C(=CC=C2)C(SC)=O S-methyl benzo[1,2,3]thiadiazole-7-carbothioate